isobutyl (z)-2-methyl-2-butenoate C/C(/C(=O)OCC(C)C)=C/C